4-(morpholinomethyl)phenyl-1,4-dihydrothiochromeno[4,3-c]pyrazole-3-carboxamide 5,5-dioxide O1CCN(CC1)CC1=CC=C(C=C1)N1N=C(C2=C1C=1C=CC=CC1S(C2)(=O)=O)C(=O)N